5-Isopropoxy-2-(2-isopropylphenyl)-N-(4-(1-methyl-4-(trifluoromethyl)-1H-imidazol-2-yl)benzyl)pyrimidin-4-amine C(C)(C)OC=1C(=NC(=NC1)C1=C(C=CC=C1)C(C)C)NCC1=CC=C(C=C1)C=1N(C=C(N1)C(F)(F)F)C